C(C)(C)(C)OC(=O)N1[C@@H](CC(CC1)=O)C#C.ClC1=NC(=CC(=N1)C([2H])([2H])[2H])C(F)(F)F 2-chloro-4-(methyl-d3)-6-(trifluoromethyl)pyrimidine tert-butyl-(2s)-2-ethynyl-4-oxo-piperidine-1-carboxylate